(R)-N-(1-acryloylpyrrolidin-3-yl)-2-methoxy-N,4-dimethyl-5-((2-(pyridin-2-ylamino)thiazol-5-yl)thio)benzamide C(C=C)(=O)N1C[C@@H](CC1)N(C(C1=C(C=C(C(=C1)SC1=CN=C(S1)NC1=NC=CC=C1)C)OC)=O)C